OC(C(C)=O)(C)C1=CC=CC=C1 3-Hydroxy-3-phenylbutan-2-one